C1(=CC=CC=C1)N(C1=CC=C(C=C1)C1=CC=C(C=C1)C=CC#N)C1=CC=CC=C1 3-(4'-(diphenylamino)-[1,1'-biphenyl]-4-yl)acrylonitrile